(S)-(+)-6-methyl-1-octanol CC[C@H](C)CCCCCO